C1(=CC=CC=C1)C1=NC(=CC(=C1)C=1C(=C(C(=C(C1N1C2=CC=C(C=C2C=2C=C(C=CC12)C)C)N1C2=CC=C(C=C2C=2C=C(C=CC12)C)C)C1=CC(=NC(=C1)C1=CC=CC=C1)C1=CC=CC=C1)N1C2=CC=C(C=C2C=2C=C(C=CC12)C)C)N1C2=CC=C(C=C2C=2C=C(C=CC12)C)C)C1=CC=CC=C1 9,9',9'',9'''-(3,6-bis(2,6-diphenylpyridin-4-yl)benzene-1,2,4,5-tetrayl)tetrakis(3,6-dimethyl-9H-carbazole)